ClC1=C(C=CC=C1)C1C(=C(NC(=C1C(=O)OC)C)COCCN1C(C=2C(C1=O)=CC=CC2)=O)C(=O)OCC ethyl 4-(2-chlorophenyl)-2-({[2-(phthalimido) ethyl] oxy} methyl)-5-(methoxycarbonyl)-6-methyl-1,4-dihydropyridine-3-carboxylate